1,1'-[(1,5-dioxopentane-1,5-diyl)bis(oxy)]dipyrrolidine-2,5-dione (bissuccinimidyl glutarate) C1(CCC(N1C(CC(=O)O)(CC(=O)O)N1C(CCC1=O)=O)=O)=O.O=C(CCCC(=O)ON1C(CCC1=O)=O)ON1C(CCC1=O)=O